[Si].[Si].[Si].[Si].[K] Potassium tetrasilicon